ammonium 3-((12-phenyldodec-11-yn-1-yl)thio)propyl (R)-(((1-(6-amino-9H-purin-9-yl)propan-2-yl) oxy)methyl)phosphonate NC1=C2N=CN(C2=NC=N1)C[C@@H](C)OCP(OCCCSCCCCCCCCCCC#CC1=CC=CC=C1)([O-])=O.[NH4+]